9-quinolin-3-ylbenzo[h][1,6]naphthyridin-2-one N1=CC(=CC2=CC=CC=C12)C1=CC=2C(=NC=C3C=CC(NC23)=O)C=C1